C1(=CC(=CC=C1)C1=C(C2=C(N=C1)NC=C2)NC2CCCCC2)C2=CC=CC=C2 5-([1,1'-biphenyl]-3-yl)-N-cyclohexyl-1H-pyrrolo[2,3-b]pyridin-4-amine